C1=CC(=CC=C1CCNC(=O)/C=C/C2=CC(=C(C=C2)O)O)O N-Caffeoyltyramine